2-(1-(2,5-difluorophenyl)but-3-yn-1-yl)-4-fluoro-6-(4-(4-methylpiperazin-1-yl)phenyl)isoindolin-1-one FC1=C(C=C(C=C1)F)C(CC#C)N1C(C2=CC(=CC(=C2C1)F)C1=CC=C(C=C1)N1CCN(CC1)C)=O